Heptacosa-22,25-dienoic acid C(CCCCCCCCCCCCCCCCCCCCC=CCC=CC)(=O)O